5-[4-(2-Methoxyethyl)piperazin-1-yl]-2-methyl-N-[(1R)-1-[3-(1-methylpyrazol-4-yl)phenyl]ethyl]benzamide COCCN1CCN(CC1)C=1C=CC(=C(C(=O)N[C@H](C)C2=CC(=CC=C2)C=2C=NN(C2)C)C1)C